2-(3-chlorophenoxy)-N-(3-{3-[(4-chlorophenoxy)methyl]-1,2,4-oxadiazol-5-yl}bicyclo[1.1.1]pentan-1-yl)acetamide ClC=1C=C(OCC(=O)NC23CC(C2)(C3)C3=NC(=NO3)COC3=CC=C(C=C3)Cl)C=CC1